3-Iodo-1H-pyrazolo[4,3-c]quinoline IC1=NNC2=C1C=NC=1C=CC=CC21